NC1=NC=CC(=N1)N1C=C(C=2C=NC=CC21)C(=O)C2=CC=CC=C2 (1-(2-aminopyrimidin-4-yl)-1H-Pyrrolo[3,2-c]pyridin-3-yl)(phenyl)methanone